FC1(CCN(CC1)C=1N(CC=C2C=CC=NC12)C(C1=C(C=C(C=C1)I)N1CCC2(CC2)CC1)=O)F 8-(4,4-difluoropiperidin-1-yl)-N'-(4-iodo-2-(6-azaspiro[2.5]octane-6-yl)benzoyl)-1,7-naphthyridine